2,4-difluoro-N-((1S,2R)-2-(6-fluoro-2,3-dimethylphenyl)-1-(5-oxo-4,5-dihydro-1,3,4-oxadiazol-2-yl)propyl)-6-methoxybenzenesulfonamide FC1=C(C(=CC(=C1)F)OC)S(=O)(=O)N[C@@H]([C@H](C)C1=C(C(=CC=C1F)C)C)C=1OC(NN1)=O